ClC=1C(=NC(=NC1)NC1CCOCC1)C=1C=C2C(N(C=NN2C1)[C@H](C(=O)NC(CO)C1=CC(=CC=C1)Cl)C)=O (2S)-2-(6-(5-chloro-2-((tetrahydro-2H-pyran-4-yl)amino)pyrimidin-4-yl)-4-oxopyrrolo[2,1-f][1,2,4]triazin-3(4H)-yl)-N-(1-(3-chlorophenyl)-2-hydroxyethyl)propionamide